C1(CC1)OC1=C(N)C=C(C=C1)N1CCN(CC1)C(C)C 2-cyclopropoxy-5-(4-isopropylpiperazin-1-yl)aniline